C(C)OC(C[C@H](C)OC(C1=C(C=CC(=C1)N1C(N(C(N(C1=O)C)=S)C)=O)Cl)=O)=O [(1S)-3-ethoxy-1-methyl-3-oxo-propyl]2-chloro-5-(3,5-dimethyl-2,6-dioxo-4-thioxo-1,3,5-triazinan-1-yl)benzoate